4,4-difluoro-6-hydroxy-hexanamide FC(CCC(=O)N)(CCO)F